CN(C[C@H](C)NC(OC(C)(C)C)=O)OCC(N1CCN(CC1)C1=NC=C(C=N1)C(F)(F)F)=O (S)-tert-butyl (1-(methyl(2-oxo-2-(4-(5-(trifluoromethyl) pyrimidin-2-yl)piperazin-1-yl)ethoxy)amino)propan-2-yl)carbamate